C(CCCC=CCCCCCC)(=O)C(O)(C[N+](C)(C)C)CC([O-])=O 5-dodecenoylcarnitine